CN(C1=CC=CC=C1)C(=O)CCC2=CC=CC=C2 N-methyl-N,3-diphenylpropanamide